2-methyl-5-(3-(trifluoromethoxy)phenyl)-N-(3-((4-methylpiperazin-1-yl)methyl)-1,2,4-thiadiazol-5-yl)thiophene-3-carboxamide ethyl-4-bromobenzoate (ethyl-4-bromobenzoate) C(C)C1=C(C(=O)O)C=CC(=C1)Br.C(C)OC(C1=CC=C(C=C1)Br)=O.CC=1SC(=CC1C(=O)NC1=NC(=NS1)CN1CCN(CC1)C)C1=CC(=CC=C1)OC(F)(F)F